2'-chloro-5'-methoxy-6-methyl-N-(5-(((2R,3S)-2-methyltetrahydrofuran-3-yl)oxy)-1,3,4-thiadiazol-2-yl)-(4,4'-bipyridine)-3-carboxamide ClC1=NC=C(C(=C1)C1=C(C=NC(=C1)C)C(=O)NC=1SC(=NN1)O[C@@H]1[C@H](OCC1)C)OC